N,N-bis(carboxylatomethyl)-glutaminic acid C(=O)([O-])CN([C@@H](CCC(N)=O)C(=O)O)CC(=O)[O-]